4-(4-methylbenzyl)-1-(4-methylphenyl)-5-hydroxyhept-1-en-3-one CC1=CC=C(CC(C(C=CC2=CC=C(C=C2)C)=O)C(CC)O)C=C1